[Si](C1=CC=CC=C1)(C1=CC=CC=C1)(C(C)(C)C)OCC(CN1N=C(C(=C1)C=1N=CC2=C(N1)OC(=C2)C2=CC=CC=C2)C2=CC=C(C=C2)F)(F)F (1-(3-((tert-Butyldiphenylsilyl)oxy)-2,2-difluoropropyl)-3-(4-fluorophenyl)-1H-pyrazol-4-yl)-6-phenylfuro[2,3-d]pyrimidine